C1(CC2C(CC1)O2)COC(=O)C2CC1C(CC2)O1 3,4-epoxycyclohexylmethyl-3,4-epoxycyclohexylformate